ClC1=CC2=C(N=N1)CN(CC2)C(=O)NC2CCOCC2 3-chloro-N-(tetrahydro-2H-pyran-4-yl)-5,8-dihydropyrido[3,4-c]pyridazine-7(6H)-carboxamide